tert-butyl N-[(2R)-3-(2,4-dichlorophenyl)-1-[5-(methanesulfonoimidamidomethyl)-2,3-dihydro-1H-isoindol-2-yl]-1-oxopropan-2-yl]carbamate ClC1=C(C=CC(=C1)Cl)C[C@H](C(=O)N1CC2=CC=C(C=C2C1)CNS(=O)(=N)C)NC(OC(C)(C)C)=O